5-bromo-6-fluoro-1H-pyrrolo[2,3-b]pyridine BrC=1C=C2C(=NC1F)NC=C2